N-ethyl-N-methyl-5,6,7,8-tetrahydro-4H-pyrazolo[1,5-a][1,4]diazepin-2-carboxamide C(C)N(C(=O)C1=NN2C(CNCCC2)=C1)C